(R)-N2-(1-(methylsulfonyl)-1H-indazol-4-yl)-N-(tetrahydrofuran-3-yl)-5-(trifluoromethyl)pyrimidine-2,4-diamine CS(=O)(=O)N1N=CC2=C(C=CC=C12)N(C1=NC=C(C(=N1)N)C(F)(F)F)[C@H]1COCC1